CN(C(CC1OC(C2=CC=CC=C12)=O)CC)C 3-(2-(dimethylamino)butyl)-1(3H)-isobenzofuranone